C(#N)C1=CC(=C(COC2=CC=CC(=N2)C2CCN(CC2)[C@H]2C=3N([C@H](COC2)C)C2=C(N3)C=CC(=C2)C(=O)O)C=C1)F (1S,5S)-5-(4-(6-((4-cyano-2-fluorobenzyl)oxy)pyridin-2-yl)piperidin-1-yl)-1-methyl-1,2,4,5-tetrahydrobenzo[4,5]imidazo[1,2-d][1,4]oxazepine-9-carboxylic acid